C(#N)N1CC2=C(C=C(C=C2C1)NC(CCC=1C=NC=CC1)=O)C1=CC=CC=C1 N-(2-cyano-7-phenylisoindolin-5-yl)-3-(pyridin-3-yl)propanamide